4-((1-((4-ethoxy-3-(1-methyl-7-oxo-3-propyl-6,7-dihydro-1H-pyrazolo[4,3-d]pyrimidin-5-yl)phenyl) sulfonyl)azetidin-3-yl)oxy)butyl nitrate [N+](=O)(OCCCCOC1CN(C1)S(=O)(=O)C1=CC(=C(C=C1)OCC)C=1NC(C2=C(N1)C(=NN2C)CCC)=O)[O-]